Cl.C(C)OC([C@H](NCC1=C(C=C(C(=C1)Cl)OCC=1C(=C(C=CC1)C1=CC=CC=C1)Cl)OCC1=CC=2C(=NON2)C=C1)CO)=O (2-(benzo[c][1,2,5]oxadiazol-5-ylmethoxy)-5-chloro-4-((2-chloro-[1,1'-biphenyl]-3-yl)methoxy)benzyl)-D-serine ethyl ester hydrochloride